ClC=1C=CC(=NC1)NC(C(=O)OC)=O methyl 2-((5-chloropyridin-2-yl) amino)-2-oxoacetate